C(C(C)C)S(=O)(=O)NCC1=CN=NN1CC1=CC=C(C=C1)NC(=O)C(C(=O)OCC)CC(C)C Ethyl 2-[[4-[[5-[(isobutylsulfonylamino)methyl]triazol-1-yl]methyl]phenyl]carbamoyl]-4-methyl-pentanoate